N-ethyl-N-((5-(4,4,5,5-tetramethyl-1,3,2-dioxaborolan-2-yl)benzo[d]thiazol-2-yl)methyl)Propan-2-amine C(C)N(C(C)C)CC=1SC2=C(N1)C=C(C=C2)B2OC(C(O2)(C)C)(C)C